COC(C1C2=CC=CC=C2C=2C=CC=CC12)OC 9-dimethoxymethyl-9H-fluorene